CC1=NC(=NN1)C(=O)[O-] methyl-1,2,4-triazole-3-carboxylate